1-[3-[4-[(1R)-1,2-dihydroxyethyl]-1-[4-(trifluoromethoxy)phenyl]pyrazolo[3,4-b]pyridin-3-yl]azetidin-1-yl]but-2-yn-1-one O[C@@H](CO)C1=C2C(=NC=C1)N(N=C2C2CN(C2)C(C#CC)=O)C2=CC=C(C=C2)OC(F)(F)F